tert-butyl 2-(2-(tosyloxy)ethyl)piperidine-1-carboxylate S(=O)(=O)(C1=CC=C(C)C=C1)OCCC1N(CCCC1)C(=O)OC(C)(C)C